C(C)P(O)O ethyl-phosphonous acid